C(C)(C)(C)NS(=O)(=O)C1=NC(=CC=C1N[C@H](C)C1=CC(=CC=2C(C(=C(OC21)C2=CC=CC=C2)I)=O)C)Cl N-tert-butyl-6-chloro-3-[[(1R)-1-(3-iodo-6-methyl-4-oxo-2-phenyl-benzopyran-8-yl)ethyl]amino]pyridine-2-sulfonamide